C(C)(C)(C)OC(CN1CCN(CCN(CCN(CC1)CC(=O)O)CC(=O)O)CC(=O)O)=O 1,4,7,10-tetraazacyclododecane-1,4,7,10-tetra-acetic acid tert-butyl ester